4-(1-benzylpiperidine-4-yl)morpholine C(C1=CC=CC=C1)N1CCC(CC1)N1CCOCC1